Potassium 6-[[4-[2-Fluoro-4-[[1-[(3-Chlorophenyl)carbamoyl] Cyclopropanecarbonyl] amino]phenoxy]-6-methoxy-7-quinolyl]oxy]caproat FC1=C(OC2=CC=NC3=CC(=C(C=C23)OC)OCCCCCC(=O)[O-])C=CC(=C1)NC(=O)C1(CC1)C(NC1=CC(=CC=C1)Cl)=O.[K+]